1-(3-(4-((R)-2,2,2-trifluoro-1-((4-(4-morpholino-7H-pyrrolo[2,3-d]pyrimidin-6-yl)phenyl)amino)ethyl)piperidin-1-yl)pyrrolidin-1-yl)prop-2-en-1-one FC([C@H](NC1=CC=C(C=C1)C1=CC2=C(N=CN=C2N2CCOCC2)N1)C1CCN(CC1)C1CN(CC1)C(C=C)=O)(F)F